OB(C1=CC(=C(C(=O)N2C[C@H](C[C@H]2C(N)=O)NC(=O)C2=C(C=C(C=C2F)B(O)O)F)C(=C1)F)F)O (4-(((3s,5s)-1-(4-dihydroxyboryl-2,6-difluorobenzoyl)-5-carbamoyl-pyrrolidin-3-yl)carbamoyl)-3,5-difluorophenyl)boronic acid